di(p-tolyl)-N,N'-diphenyl-p-phenylenediamine C1(=CC=C(C=C1)N(C1=CC=C(C=C1)N(C1=CC=CC=C1)C1=CC=C(C=C1)C)C1=CC=CC=C1)C